C(C)(C)(C)OC(=O)N1CC=2N(CC1)N=C(N2)Br 2-bromo-5,6-dihydro-[1,2,4]triazolo[1,5-a]pyrazine-7(8H)-carboxylic acid tert-butyl ester